N-[4-[(E)-3-[4-[2-Hydroxyethyl(methyl)amino]phenyl]prop-2-enoyl]phenyl]dodecanamide OCCN(C1=CC=C(C=C1)/C=C/C(=O)C1=CC=C(C=C1)NC(CCCCCCCCCCC)=O)C